N-[(4S,5S)-6-ethoxy-4-(4-fluorophenyl)-3-methyl-1-phenyl-1H,4H,5H-pyrazolo[3,4-b]pyridin-5-yl]-3-(trifluoromethyl)benzamide C(C)OC=1[C@H]([C@H](C2=C(N1)N(N=C2C)C2=CC=CC=C2)C2=CC=C(C=C2)F)NC(C2=CC(=CC=C2)C(F)(F)F)=O